S1C=NC2=C1C=CC(=C2)[C@@H](C)N2CCN(CC2)C2=NC=C(C=N2)[S@@](=O)(C)=N (S)-(2-(4-((R)-1-(benzo[d]thiazol-5-yl)ethyl)piperazin-1-yl)pyrimidin-5-yl)(imino)(methyl)-λ6-sulfanone